BrC=1C(=NC=2CN(CCC2C1)C(=O)OC(C)(C)C)OCC1=C(C=C(C=C1)Cl)F tert-butyl 3-bromo-2-((4-chloro-2-fluorobenzyl) oxy)-5,8-dihydro-1,7-naphthyridine-7(6H)-carboxylate